1-(3-(benzyloxy)cyclobutyl)-4-(4,4,5,5-tetramethyl-1,3,2-dioxaborolan-2-yl)-1H-pyrazole C(C1=CC=CC=C1)OC1CC(C1)N1N=CC(=C1)B1OC(C(O1)(C)C)(C)C